3-((benzyloxy)methyl)-6-(2-(pyrimidin-2-yl)vinyl)-1-(1-(6-(trifluoromethyl)pyridin-3-yl)ethyl)-1H-pyrazolo[3,4-d]pyrimidin C(C1=CC=CC=C1)OCC1=NN(C2=NC(=NC=C21)C=CC2=NC=CC=N2)C(C)C=2C=NC(=CC2)C(F)(F)F